C[N+](C12CCC(CC1)(CC2)[N+](C)(C)C)(C)C N1,N1,N1,N4,N4,N4-hexamethylbicyclo[2.2.2]octane-1,4-diaminium